9-((4-chlorobenzylidene)amino)-2-morpholino-N-(pyridin-4-yl)-9H-purin-6-amine ClC1=CC=C(C=NN2C3=NC(=NC(=C3N=C2)NC2=CC=NC=C2)N2CCOCC2)C=C1